The molecule is a lignan isolated from the stems of Sinocalamus affinis. It has a role as a plant metabolite. It is a lignan, an aromatic ether, a primary alcohol and a polyphenol. COC1=C(C(=C2[C@@H]3[C@@H]([C@H](CC2=C1)COC4=CC(=C(C(=C34)OC)O)OC)CO)OC)O